FC(C1=C(C=CC=C1)C=1C(N(C(C1)=O)CC1CCOCC1)=O)F 3-(2-(difluoromethyl)phenyl)-1-((tetrahydro-2H-pyran-4-yl)methyl)-1H-pyrrole-2,5-dione